acryloyl-oxybutyl-triethoxysilane methyl-5-(5-((2-fluorophenyl)ethynyl)-2,3-dihydro-1H-inden-1-yl)-5-azaspiro[2.5]octane-8-carboxylate COC(=O)C1CCN(CC12CC2)C2CCC1=CC(=CC=C21)C#CC2=C(C=CC=C2)F.C(C=C)(=O)OCCCC[Si](OCC)(OCC)OCC